tert-butyl ((3-(2-(4,4-difluoroazepan-1-yl)-5-(4-(difluoromethyl)phenyl)-4-methylnicotinamido)phenyl)(methyl)(oxo)-λ6-sulfaneylidene)carbamate FC1(CCN(CCC1)C1=C(C(=O)NC=2C=C(C=CC2)S(=O)(C)=NC(OC(C)(C)C)=O)C(=C(C=N1)C1=CC=C(C=C1)C(F)F)C)F